bis[4-(4-maleimidophenoxy) phenyl] ketone C1(C=CC(N1C1=CC=C(OC2=CC=C(C=C2)C(=O)C2=CC=C(C=C2)OC2=CC=C(C=C2)N2C(C=CC2=O)=O)C=C1)=O)=O